2-((5-(2-((3R)-6-((2,3-dimethoxypropyl)amino)-2-methylhexan-3-yl)-2,6-diazaspiro[3.4]oct-6-yl)-1,2,4-triazin-6-yl)oxy)-N-ethyl-5-fluoro-N-isopropylbenzamide fumarate C(\C=C\C(=O)O)(=O)O.COC(CNCCC[C@H](C(C)C)N1CC2(C1)CN(CC2)C=2N=CN=NC2OC2=C(C(=O)N(C(C)C)CC)C=C(C=C2)F)COC